dimethylpiperazin-2-one CN1CC(N(CC1)C)=O